COC(=O)C1=C(C=C(C2=CN(N=C12)C)Br)OC.NC1CCC(CC1)N 1,4-diaminocyclohexane methyl-4-bromo-6-methoxy-2-methyl-indazole-7-carboxylate